1-phenyl-N-[(2,4,5-trimethoxyphenyl)methyl]ethanamine C1(=CC=CC=C1)C(C)NCC1=C(C=C(C(=C1)OC)OC)OC